5-[3-[[(3R)-1-ethyl-3-piperidinyl]amino]-5-methyl-1,2,4-triazin-6-yl]indan-4-ol C(C)N1C[C@@H](CCC1)NC=1N=NC(=C(N1)C)C1=C(C=2CCCC2C=C1)O